(2-morpholino-2-oxoethyl)zinc (II) bromide [Br-].O1CCN(CC1)C(C[Zn+])=O